(R)-6-(3-(5-(3-Hydroxy-1-methyl-2-oxopyrrolidin-3-yl)isoxazol-3-yl)phenyl)-4-(2-methyloxazol-5-yl)picolinamide O[C@@]1(C(N(CC1)C)=O)C1=CC(=NO1)C=1C=C(C=CC1)C1=CC(=CC(=N1)C(=O)N)C1=CN=C(O1)C